(R)-N4-(1-aminohexan-2-yl)pyrido[3,2-d]pyrimidine-2,4-diamine NC[C@@H](CCCC)NC=1C2=C(N=C(N1)N)C=CC=N2